S1C(=NC2=C1C=CC=C2)/C=C/C=O (2E)-3-(1,3-benzothiazol-2-yl)prop-2-enal